N1=CC(=CC=C1)CNC(=O)C1=NC(=CC=C1)N1CCN(CCC1)C1CCN(CC1)[C@H](C(F)(F)F)C N-(Pyridin-3-ylmethyl)-6-(4-{1-[(2S)-1,1,1-trifluoropropan-2-yl]piperidin-4-yl}-1,4-diazepan-1-yl)pyridine-2-carboxamide